ClC1=CC=C2C(=C(NC2=C1)C(=O)[O-])CCC(=O)OC 6-chloro-3-(3-methoxy-3-oxopropyl)-1H-indole-2-carboxylate